tert-butyl 4-(4-bromo-5-fluoro-1H-indazol-1-yl)piperidine-1-carboxylate BrC1=C2C=NN(C2=CC=C1F)C1CCN(CC1)C(=O)OC(C)(C)C